NC=1C=NN(C1C1=CC(=NC=C1)[C@H](CC=C)NC(OC(C)(C)C)=O)CCO[Si](C)(C)C(C)(C)C (S)-tert-butyl (1-(4-(4-amino-1-(2-((tertbutyldimethylsilyl)oxy)ethyl)-1H-pyrazol-5-yl)pyridin-2-yl)but-3-en-1-yl)carbamate